S(C1=C(C=CC(=C1)C(CC(C)(C)C)(C)C)O)C1=C(C=CC(=C1)C(CC(C)(C)C)(C)C)O 2,2'-thiobis[4-(1,1,3,3-tetramethyl-butyl)phenol]